3-(bromomethyl)-5-phenylisoxazole BrCC1=NOC(=C1)C1=CC=CC=C1